FC1=C(C(=CC(=C1)COC)F)B1OC(C(O1)(C)C)(C)C 2-[2,6-difluoro-4-(methoxymethyl)phenyl]-4,4,5,5-tetramethyl-1,3,2-dioxaborolan